N-{4-[(dimethylamino)methyl]benzene-sulfonyl}-2-[4-(3-phenylphenyl)-2,6-bis(propan-2-yl)phenyl]acetamide CN(C)CC1=CC=C(C=C1)S(=O)(=O)NC(CC1=C(C=C(C=C1C(C)C)C1=CC(=CC=C1)C1=CC=CC=C1)C(C)C)=O